CC(C(C(C(=O)O)(C)C)(O)C(=O)O)C(=O)O.C(CCC)OCCCC butyl ether trimethyl-citrate